N-(furan-2-ylmethyl)-2-(naphthalene-2-sulfonamido)nicotinamide O1C(=CC=C1)CNC(C1=C(N=CC=C1)NS(=O)(=O)C1=CC2=CC=CC=C2C=C1)=O